methyl ((2-methoxy-4-(3-(4-(trifluoromethyl)phenyl)ureido)phenyl)sulfonyl)-L-prolinate COC1=C(C=CC(=C1)NC(=O)NC1=CC=C(C=C1)C(F)(F)F)S(=O)(=O)N1[C@@H](CCC1)C(=O)OC